Cl.FC(S(=O)(=O)NC1=NC=C(C=C1C)OC=1N=C(SC1C1=NC(=NC=C1)N[C@@H]1CNC[C@H](C1)F)C)F 1,1-Difluoro-N-[5-[5-[2-[[(3S,5S)-5-fluoro-3-piperidyl]amino]pyrimidin-4-yl]-2-methyl-thiazol-4-yl]oxy-3-methyl-2-pyridyl]methanesulfonamide hydrochloride